6-[(2R)-2-methylpyrrolidin-1-yl]-2,3-dihydro-1H-pyrrolo[3,4-c]pyridin-1-one C[C@H]1N(CCC1)C1=CC2=C(C=N1)CNC2=O